CO[C@@H]1CC[C@H](CC1)SCC1=NC2=C(C=CC=C2C(N1)=O)C ((((trans)-4-methoxycyclohexyl)thio)methyl)-8-methylquinazolin-4(3H)-one